N[C@H]1CN(C[C@H]1F)C(=O)OC(C)(C)C tert-butyl (3S,4R)-3-amino-4-fluoro-pyrrolidine-1-carboxylate